5-propoxy-1-propylhydantoin C(CC)OC1C(NC(N1CCC)=O)=O